C(C)(=O)OC1=C2C(=CNC2=CC(=C1)CC=C(C)C)CCN(CC)CC 3-[2-(diethylamino)ethyl]-6-(3-methyl-2-butenyl)-1H-indol-4-yl acetate